rac-(1S,2S,3S,5R)-3-amino-2-fluoro-8-azabicyclo[3.2.1]octane-8-carboxylic acid tert-butyl ester C(C)(C)(C)OC(=O)N1[C@@H]2[C@H]([C@H](C[C@H]1CC2)N)F |r|